C(CCCCC(C)C)P(O)(=O)CCCCCC(C)C diiso-octylphosphinic acid